C(C)(C)(C)OC(=O)N(C=1C=2N(N=C(C1)SC1CCN(CC1)C(=O)OC(C)(C)C)C(=CN2)C(C)C)CC2=C(C=CC=C2)C(F)(F)F tert-butyl 4-((8-((tert-butoxycarbonyl)(2-(trifluoromethyl)benzyl)amino)-3-isopropylimidazo[1,2-b]pyridazin-6-yl)thio)piperidine-1-carboxylate